CN1[C@H](CCCC1)C1=CC=2C=NC(=CC2N1COCC[Si](C)(C)C)N 2-[(2R)-1-methylpiperidin-2-yl]-1-[[2-(trimethylsilyl)ethoxy]methyl]pyrrolo[3,2-c]pyridin-6-amine